dichlorodi-n-octylsilane (E)-7-[2,6-diisopropyl-4-(4-fluorophenyl)-5-carboxymethyl-pyrid-3-yl]-3,5-dihydroxy-hept-6-enoate C(C)(C)C1=NC(=C(C(=C1/C=C/C(CC(CC(=O)O)O)O)C1=CC=C(C=C1)F)CC(=O)O)C(C)C.Cl[Si](CCCCCCCC)(CCCCCCCC)Cl